FC(CCSC1=C(C=NC=C1)C(=O)NCC1=CC=C(C=C1)F)(C1=CC=C(C=C1)F)F 4-[[3,3-Difluoro-3-(4-fluorophenyl)-propyl]sulfanyl]-N-[(4-fluorophenyl)-methyl]-pyridine-3-carboxylic acid amide